CC=1C2=C(N=CN1)N(C=C2)[C@@H]2O[C@@H]([C@H]1OC(O[C@H]12)(C)C)[C@@H]1OC(CC2=CC(=CC=C12)Cl)OC 4-methyl-7-[(3aR,4R,6R,6aR)-2,2-dimethyl-6-[(1R)-6-chloro-3-methoxy-isochroman-1-yl]-3a,4,6,6a-tetrahydrofuro[3,4-d][1,3]dioxol-4-yl]pyrrolo[2,3-d]pyrimidine